6-(4-fluoro-1-(2-hydroxy-2-methylpropanoyl)pyrrolidin-3-yl)-7,8-dihydro-1,6-naphthyridin-5(6H)-one FC1C(CN(C1)C(C(C)(C)O)=O)N1C(C=2C=CC=NC2CC1)=O